diethylaminoethyl acetylsalicylsalicylate, acetylsalicylsalicylsalicylic acid salt C(C)(=O)C=1C(=C(C(C(=O)O)=CC1)OCC=1C(O)=CC=CC1)CC=1C(O)=CC=CC1.C(C)(=O)C1=C(C(C(=O)OCCN(CC)CC)=CC=C1)OCC=1C(O)=CC=CC1